4-oxo-4-(piperidin-1-yl)butanoic Acid O=C(CCC(=O)O)N1CCCCC1